F[C@H]1[C@H](O[C@@H]([C@H]1O)CO)N1C(N=C(C=C1)NC(C1=NC=C(C=C1)C1=CC=CC=C1)=O)=O N-(1-((2S,3R,4R,5R)-3-fluoro-4-hydroxy-5-(hydroxymethyl)tetrahydrofuran-2-yl)-2-oxo-1,2-dihydropyrimidin-4-yl)-5-phenylpicolinamide